6-(2,4,6-trifluorophenyl)[1,2,4]triazolo[1,5-a]pyrimidine FC1=C(C(=CC(=C1)F)F)C=1C=NC=2N(C1)N=CN2